3-bromo-1,6-naphthyridin-5(6H)-one BrC=1C=NC=2C=CNC(C2C1)=O